CC1OC2(OC1)CCN(CC2)C=2SC1=C(C(N2)=O)C=C(C=C1[N+](=O)[O-])C(F)(F)F 2-(2-methyl-1,4-dioxa-8-azaspiro[4.5]decan-8-yl)-8-nitro-6-(trifluoromethyl)-4H-benzo[E][1,3]thiazin-4-one